[1-(prop-2-en-1-yl)cyclobutyl]acetonitrile C(C=C)C1(CCC1)CC#N